C(C)(C)(C)OC(=O)N(C1CCC2=C(C=C(S2)C(=O)O)C1)C 5-[tert-butoxycarbonyl(methyl)amino]-4,5,6,7-tetrahydrobenzothiophene-2-carboxylic acid